ClC=1C=NN2C1N=C(C=C2)C2=CC(N(C=C2)CCC(C)C)=O 4-(3-chloropyrazolo[1,5-a]pyrimidin-5-yl)-1-isopentylpyridin-2(1H)-one